(R)-2-((1-(2-cyano-3-(3,3-difluoropiperidin-1-yl)-7-methylquinoxalin-5-yl)ethyl)amino)benzoic acid C(#N)C1=NC2=CC(=CC(=C2N=C1N1CC(CCC1)(F)F)[C@@H](C)NC1=C(C(=O)O)C=CC=C1)C